C(C)(C)OCCCNC1=NC=CC(=C1)C=1C=C2C(=NNC2=CC1)N 5-(2-((3-isopropoxypropyl)amino)pyridin-4-yl)-1H-indazol-3-amine